ClC=1C=C2CN[C@@H](C2=CC1C(F)(F)F)C |r| (±)-5-chloro-1-methyl-6-(trifluoromethyl)isoindoline